(2S)-3-(3-bromo-5-fluorophenyl)-2-(9H-fluoren-9-ylmethoxycarbonyl-amino)propionic acid BrC=1C=C(C=C(C1)F)C[C@@H](C(=O)O)NC(=O)OCC1C2=CC=CC=C2C=2C=CC=CC12